Ethyl 5-(difluoromethyl)-1-(3-hydroxy-3-methylbutyl)-1H-pyrazole-4-carboxylate FC(C1=C(C=NN1CCC(C)(C)O)C(=O)OCC)F